FC(C)(F)C=1SC(=CN1)C(=O)N1[C@@H](C2=C(CC1)NC=N2)C=2OC1=C(N2)C=C(C=C1)F (S)-(2-(1,1-difluoroethyl)thiazol-5-yl)(4-(5-fluorobenzo[d]oxazol-2-yl)-6,7-dihydro-1H-imidazo[4,5-c]pyridin-5(4H)-yl)methanone